2-cyclohexyl-N-(2-ethylbenzyl)ethanamine hydrochloride Cl.C1(CCCCC1)CCNCC1=C(C=CC=C1)CC